C(C)OP(=O)(OCC)CC1=NN=C(N=N1)C1=CC=C(C=N1)NC(CCC(=O)O)=O 4-((6-(6-((diethoxyphosphoryl)methyl)-1,2,4,5-tetrazin-3-yl)pyridin-3-yl)amino)-4-oxobutanoic acid